[N+](=O)([O-])C1=C(C=CC=C1)SC=1NC2=CC=CC=C2C1C 2-(2-nitrophenylsulfenyl)-3-methylindole